methyl 4-amino-1-(4-chlorophenyl)-2-oxo-7-(trifluoromethyl)-1,2-dihydro-1,8-naphthyridine-3-carboxylate NC1=C(C(N(C2=NC(=CC=C12)C(F)(F)F)C1=CC=C(C=C1)Cl)=O)C(=O)OC